4-(4-((1R,5S)-3,8-diazabicyclo-[3.2.1]octan-3-yl)-8-fluoro-2-((2-methylenetetrahydro-1H-pyrrolizin-7a(5H)-yl)methoxy)pyrido[4,3-d]-pyrimidin-7-yl)-5-fluoronaphthalen-2-ol [C@H]12CN(C[C@H](CC1)N2)C=2C1=C(N=C(N2)OCC23CCCN3CC(C2)=C)C(=C(N=C1)C1=CC(=CC2=CC=CC(=C12)F)O)F